FC1=C(C(=CC=C1)C)N1CCC(CC1)NCC=1N(N=CC1[N+](=O)[O-])COCC[Si](C)(C)C [1-(2-Fluoro-6-methyl-phenyl)-piperidin-4-yl]-[4-nitro-2-(2-trimethylsilanyl-ethoxymethyl)-2H-pyrazol-3-ylmethyl]-amine